5-(4,4-difluoro-3,3-dimethyl-3,4-dihydro-1-isoquinolinyl)-2-(difluoromethyl)-3-methylpyridine FC1(C(N=C(C2=CC=CC=C12)C=1C=C(C(=NC1)C(F)F)C)(C)C)F